ClC(=C1[C@H]2CC[C@@H]1C1=C(C=CC=C21)NC(=O)C=2C(=NN(C2)C)C(F)F)Cl N-[(1S,4R)-9-(Dichloromethylene)-1,2,3,4-tetrahydro-1,4-methanonaphthalene-5-yl]-3-(difluoromethyl)-1-methyl-1H-pyrazole-4-carboxamide